(3S,4R)-4-((5-chloro-4-(2-(3-methylpiperidin-4-yl)thiazol-5-yl)pyrimidin-2-yl)amino)tetrahydro-2H-pyran-3-ol ClC=1C(=NC(=NC1)N[C@H]1[C@@H](COCC1)O)C1=CN=C(S1)C1C(CNCC1)C